1-(((((R)-1,4-dioxan-2-yl)methoxy)carbonyl)oxy)ethyl-(2R,3R,4S)-4-(benzo[d][1,3]Dioxolan-5-yl)-1-[2-(dibutylamino)-2-oxoethyl]-2-(4-methoxyphenyl)pyrrolidine-3-carboxylate O1[C@H](COCC1)COC(=O)OC(C)OC(=O)[C@H]1[C@@H](N(C[C@@H]1C1=CC2=C(OCO2)C=C1)CC(=O)N(CCCC)CCCC)C1=CC=C(C=C1)OC